methyl (5-((4-bromobenzyl) oxy)-4-oxo-4H-chromen-2-carbonylamino)-L-alloisoleucyl-L-valinate BrC1=CC=C(COC2=C3C(C=C(OC3=CC=C2)C(=O)NN[C@@H]([C@H](C)CC)C(=O)N[C@@H](C(C)C)C(=O)OC)=O)C=C1